COC(=O)C=1C=NN(C1)CC1=CC=C(C=C1)F.C(=O)(OC(C)(C)C)N1CCN(CC1)N1C=NC=2C1=C1C(=NC2)N(C=C1)S(=O)(=O)C1=CC=C(C)C=C1 1-Boc-4-(6-p-toluenesulfonyl-imidazo[4,5-d]pyrrolo[2,3-b]pyridine-1(6H)-yl)piperazine methyl-1-(4-fluorobenzyl)-1H-pyrazole-4-carboxylate